FC(C=1C=C(C=CC1)C1=NN=CO1)(F)F 5-(3-(trifluoromethyl)phenyl)-1,3,4-oxadiazol